2-(5-(difluoromethyl)-3-(3-(1-(o-tolyl)cyclopropyl)-1,2,4-oxadiazol-5-yl)-1H-pyrazol-1-yl)-N-(oxetan-3-yl)acetamide FC(C1=CC(=NN1CC(=O)NC1COC1)C1=NC(=NO1)C1(CC1)C1=C(C=CC=C1)C)F